(3-bromoanilino)-2'-(5-methylthiophen-3-yl)-2',3'-dihydrospiro[cyclohexane-1,1'-indene]-4-carboxylic acid BrC=1C=C(NC2(C3(C4=CC=CC=C4C2)CCC(CC3)C(=O)O)C3=CSC(=C3)C)C=CC1